3-[(4-amino-2-methyl-5-pyrimidinyl)-methyl]-5-(2-hydroxyethyl)-4-methylthiazole NC1=NC(=NC=C1CN1CSC(=C1C)CCO)C